tert-butyl (2R,5S)-4-benzyl-5-cyclopropyl-2-methylpiperazine-1-carboxylate C(C1=CC=CC=C1)N1C[C@H](N(C[C@@H]1C1CC1)C(=O)OC(C)(C)C)C